N1,N1-dimethyl-N4-(2-(4-oxopiperidin-1-yl)phenyl)benzene-1,4-disulfonamide CN(S(=O)(=O)C1=CC=C(C=C1)S(=O)(=O)NC1=C(C=CC=C1)N1CCC(CC1)=O)C